N1=CC=C(C2=CC=CC=C12)NCCCCCCNC(C1=CC=CC=C1)=O N-[6-(Quinolin-4-ylamino)hexyl]benzamide